COC(=O)C1=CC=C(C=C1)N1CCNCC1 (S)-4-methoxycarbonyl-phenyl-piperazine